9-[(2R,4S,5R)-4-Hydroxy-5-(hydroxymethyl)tetrahydrofur-2-yl]-2-isovalerylamino-1,9-dihydropurin-6-one O[C@H]1C[C@@H](O[C@@H]1CO)N1C=2N=C(NC(C2N=C1)=O)NC(CC(C)C)=O